(3R,9aS)-3-(3,4-dichlorophenyl)-4,6,7,8,9,9a-hexahydro-1H-pyrazino[2,1-c][1,4]oxazin-3-ol ClC=1C=C(C=CC1Cl)[C@@]1(CN2[C@H](CO1)CNCC2)O